OC1=C(C(N(C=C1)C)=O)NC(N[C@@H](CC(=O)OCC)C=1C=C(C=C(C1)F)C1=C(C=C(C=C1)F)F)=O ethyl (S)-3-(3-(4-hydroxy-1-methyl-2-oxo-1,2-dihydropyridin-3-yl)ureido)-3-(2',4',5-trifluoro biphenyl-3-yl)propanoate